N-[6-(5-chloro-1,3-benzoxazol-2-yl)spiro[3.3]heptan-2-yl]-5-[(1,1-dioxothiolane-3-carbonyl)sulfamoyl]furan-2-carboxamide ClC=1C=CC2=C(N=C(O2)C2CC3(CC(C3)NC(=O)C=3OC(=CC3)S(NC(=O)C3CS(CC3)(=O)=O)(=O)=O)C2)C1